CNC(=O)C1=NN(C(=C1)C(=O)NC1COCC1)[C@@H](C)C1=CC=CC=C1 N3-Methyl-1-((S)-1-phenylethyl)-N5-(tetrahydrofuran-3-yl)-1H-pyrazole-3,5-dicarboxamide